N-methyl-7-(8-methylnaphthalen-1-yl)-2-(((S)-1-methylpyrrolidin-2-yl)methoxy)-5,6,7,8-tetrahydropyrido[3,4-d]pyrimidin-4-amine CNC=1C2=C(N=C(N1)OC[C@H]1N(CCC1)C)CN(CC2)C2=CC=CC1=CC=CC(=C21)C